CN([C@@H]1CC([C@H](CC1)NC1=NC=C2C(=N1)N(C(N(C2)C2=CC(=C(C=C2)NS(=O)(=O)CC2=CC=C(C=C2)F)F)=O)C(C)C)C)C N-(4-(7-(((1S,4S)-4-(dimethylamino)-2-methylcyclohexyl)amino)-1-isopropyl-2-oxo-1,4-dihydropyrimido[4,5-d]pyrimidin-3(2H)-yl)-2-fluorophenyl)-1-(4-fluorophenyl)methanesulfonamide